7-(isobutylcarbamoyl)-2-methyl-8-(naphthalen-1-ylmethyl)-6-oxo-9-(3-(trifluoromethyl)phenyl)-3,4-dihydro-2H,6H-pyrido[1,2-e][1,2,5]thiadiazine-4-carboxylic acid 1,1-dioxide C(C(C)C)NC(=O)C1=C(C(=C2N(C(CN(S2(=O)=O)C)C(=O)O)C1=O)C1=CC(=CC=C1)C(F)(F)F)CC1=CC=CC2=CC=CC=C12